dimethyl-1,4-cyclohexanedicarboxylate COC(=O)C1CCC(CC1)C(=O)OC